NC1=C(C(=NN1C1CC(CCC1)=O)C1=CC=C(C=C1)CNC(C1=C(C=CC=C1)OC)=O)C(=O)N 5-amino-3-[4-[[(2-methoxybenzoyl)amino]methyl]phenyl]-1-(3-oxocyclohexyl)pyrazole-4-carboxamide